ClC=1C=C(C(=O)NC2=C(C(=O)O)C=CC=C2O)C=C(C1)Cl (3,5-dichlorobenzamido)-3-hydroxybenzoic acid